(3S)-7-((3S,5R)-4-acryloyl-3,5-dimethylpiperazin-1-yl)-10-(2,4-difluorophenyl)-3-((methoxy-d3)methyl)-9-(trifluoromethyl)-2,3-dihydro-5H-[1,4]thiazino[2,3,4-ij]quinazolin-5-one C(C=C)(=O)N1[C@H](CN(C[C@H]1C)C1=NC(N2C3=C(C(=C(C=C13)C(F)(F)F)C1=C(C=C(C=C1)F)F)SC[C@@H]2COC([2H])([2H])[2H])=O)C